1-methyl-N-[(1s,4s)-4-{[2,6-bis(trifluoromethyl)pyridin-4-yl]amino}cyclohexyl]-1,2,3,4-tetrahydroquinoline-7-carboxamide CN1CCCC2=CC=C(C=C12)C(=O)NC1CCC(CC1)NC1=CC(=NC(=C1)C(F)(F)F)C(F)(F)F